CCC(CCCCC)C(C(=O)[O-])(C(=O)[O-])CCCCCCCC.[Li+].[Li+] lithium 2-(oct-3-yl)-2-octylpropanedioate